ClC1=NC=C(C(=C1)N)C1=CC=C(C=C1)C(F)(F)F 2-chloro-5-[4-(trifluoromethyl)phenyl]pyridin-4-amine